4-phenyl-2-[4-(4-phenylpiperazin-1-yl)butyl]-2,3-dihydropyridazin-3-one C1(=CC=CC=C1)C=1C(N(N=CC1)CCCCN1CCN(CC1)C1=CC=CC=C1)=O